C(C)OC(CC(CCC1=C(C(=CC=C1)OC)OC(C)C)=O)=O 5-(2-isopropoxy-3-methoxyphenyl)-3-oxopentanoic acid ethyl ester